1-[1-(2,3-Difluoro-4-nitro-phenyl)-4-piperidyl]-4-methyl-piperazine FC1=C(C=CC(=C1F)[N+](=O)[O-])N1CCC(CC1)N1CCN(CC1)C